(5-cyclopropyl-1,2-oxazol-3-yl)acetamide C1(CC1)C1=CC(=NO1)CC(=O)N